CN1C=C(C=2C(N(C=C(C21)C)C)=O)C(=O)N2CC1(CC1C2)C=2SC=CC2 1,5,7-trimethyl-3-((1-(2-thienyl)-3-azabicyclo[3.1.0]hex-3-yl)carbonyl)-1,5-dihydro-4H-pyrrolo[3,2-c]pyridin-4-one